C(C=C)(=O)OCC[SiH2]CC(OCC)OCC acryloyloxyethyldiethoxyethylsilane